1-(4-methoxybenzyl)-1H-pyrazolo[4,3-c]Pyridine-7-carboxylic acid methyl ester COC(=O)C=1C2=C(C=NC1)C=NN2CC2=CC=C(C=C2)OC